C(C)(C)NC(O[C@H]1C[C@H](CC1)C=1NN=C(C1)NC(=O)[C@H]1[C@@H](C1)C1=C(C(=CC=C1)OCC1=CC=CC=C1)C=O)=O (1R,3S)-3-{5-[(1R,2R)-2-[3-(benzyloxy)-2-formylphenyl]cyclopropane-amido]-2H-pyrazol-3-yl}cyclopentyl N-isopropylcarbamate